COC(CCCCCCN1CCN(CC1)S(=O)(=O)C1=CC=C(C=C1)NC(=O)NCC=1C=NC=CC1)=O 7-(4-((4-(3-(pyridin-3-ylmethyl)ureido)phenyl)sulfonyl)piperazin-1-yl)heptanoic acid methyl ester